COCC(CCC(C(C)C)S)C 7-Methoxy-2,6-dimethyl-heptane-3-thiol